(2S,4R)-1-((S)-2-amino-3,3-dimethylbutyryl)-4-hydroxy-N-((S)-1-(4-(4-methylthiazol-5-yl)phenyl)ethyl)pyrrole-2-carboxamide N[C@H](C(=O)N1C(=CC(=C1)O)C(=O)N[C@@H](C)C1=CC=C(C=C1)C1=C(N=CS1)C)C(C)(C)C